FC(C=1C(=NC(=NC1)NC=1C(=NN(C1)C1CN(CC1)C)C)NCCCN1C(N(CCCC1)C)=O)F 1-(3-((5-(Difluoromethyl)-2-((3-methyl-1-(1-methylpyrrolidin-3-yl)-1H-pyrazol-4-yl)amino)pyrimidin-4-yl)amino)propyl)-3-methyl-1,3-diazepan-2-on